ClC1=C2C(=C[C@@]3(C2=CC=C1)CC(C(CC3)C(=O)OC)=O)C methyl (1S)-4'-chloro-3'-methyl-3-oxospiro[cyclohexane-1,1'-indene]-4-carboxylate